4-cyclopropyl-N-(2-morpholinoethyl)pyrrolidin-3-carboxamid C1(CC1)C1C(CNC1)C(=O)NCCN1CCOCC1